ClC1=C(C=C(C(=C1)N1CC(C1)O)OC)C1C(NC(CC1)=O)=O 3-(2-chloro-4-(3-hydroxyazetidin-1-yl)-5-methoxyphenyl)piperidine-2,6-dione